N-(2-(5-chloro-2,6-dimethoxy-1H-benzimidazol-1-yl)ethyl)acetamide ClC1=CC2=C(N(C(=N2)OC)CCNC(C)=O)C=C1OC